O=C1NC(CCC1N1C(C2=CC=C(C=C2C1=O)N1CC2(CCC1)CCN(CC2)C2CCN(CC2)C(=O)OC(C)(C)C)=O)=O tert-butyl 4-(2-(2-(2,6-dioxopiperidin-3-yl)-1,3-dioxoisoindolin-5-yl)-2,9-diazaspiro[5.5]undecan-9-yl)piperidine-1-carboxylate